5-chloro-3-ethyl-N-((5-methylimidazo[1,2-a]pyridin-2-yl)methyl)pyrazolo[1,5-a]pyrimidin-7-amine ClC1=NC=2N(C(=C1)NCC=1N=C3N(C(=CC=C3)C)C1)N=CC2CC